(1R,2S,3R,5R)-3-(4-(methylamino)-7H-pyrrolo[2,3-d]pyrimidin-7-yl)-5-(((3-((2-(naphthalen-2-yl)ethyl)amino)propyl)(2,2,2-trifluoroethyl)amino)methyl)cyclopentane-1,2-diol CNC=1C2=C(N=CN1)N(C=C2)[C@H]2[C@@H]([C@@H]([C@H](C2)CN(CC(F)(F)F)CCCNCCC2=CC1=CC=CC=C1C=C2)O)O